N1(CCC1)CC1(CC1)NC(C(C)(C)C1=C(C(=CC=C1)F)F)=O N-(1-(azetidin-1-ylmethyl)cyclopropyl)-2-(2,3-difluorophenyl)-2-methylpropanamide